C1(CC1)C1=C(C=C(C(=C1)[N+](=O)[O-])OC)N1CCC(CC1)C1CCN(CC1)C(=O)OC(C)(C)C tert-butyl 1'-(2-cyclopropyl-5-methoxy-4-nitrophenyl)-[4,4'-bipiperidine]-1-carboxylate